(2-methylbenzothiazol-6-yl)methanol CC=1SC2=C(N1)C=CC(=C2)CO